ClC1=NC=C(C2=C1C=NN2C2=C(C=C(C=C2)F)F)COC 4-chloro-1-(2,4-difluorophenyl)-7-(methoxymethyl)-1H-pyrazolo[4,3-c]pyridine